ClC=1C=CC=C2[C@H](CCOC12)NC(=O)NC=1N=C(SC1)C=1C=CC(=NC1)C(=O)N 5-[4-[[(4S)-8-chlorochroman-4-yl]carbamoylamino]thiazol-2-yl]pyridine-2-carboxamide